3-benzyl-3-azabicyclo[3.2.2]nonan-6-one C(C1=CC=CC=C1)N1CC2CC(C(C1)CC2)=O